[Br-].C(CCCCCCCCCCCCCCCCCCC)[N+](C)(C)CCCCCCCCCCCCCCCCCCCC biseicosyl-dimethyl-ammonium bromide